ClC1=C(OC2(CC2)C(=O)NC2CC(N(CC2)C)C)C=CC=C1 1-(2-chlorophenoxy)-N-(1,2-dimethylpiperidin-4-yl)cyclopropane-1-carboxamide